2-fluoro-N-methylbenzylamine FC1=C(CNC)C=CC=C1